CC1=C(C(=CC(=C1)CCCCCCC)C(C)(C)C)O 2-methyl-6-tert-butyl-4-heptylphenol